chromium (oxy)hydroxide O(O)O.[Cr]